2-(6-bromo-1-oxo-spiro[3H-isoquinoline-4,1'-cyclopropane]-2-yl)-N-(1H-pyrazolo[3,4-d]pyrimidin-6-yl)acetamide BrC=1C=C2C(=CC1)C(N(CC21CC1)CC(=O)NC1=NC=C2C(=N1)NN=C2)=O